[1,3]dioxolano[4,5-b]pyridin-6-amine hydrochloride Cl.O1COC2=NC=C(C=C21)N